4-(1-(5-(4-bromo-1,1,1-trifluorobutan-2-yl)pyridin-2-yl)-1H-pyrazol-4-yl)-3-nitropyridin-2-amine BrCCC(C(F)(F)F)C=1C=CC(=NC1)N1N=CC(=C1)C1=C(C(=NC=C1)N)[N+](=O)[O-]